3,5-DIMETHYL-3H-IMIDAZOLE-4-CARBOXYLIC ACID CN1C=NC(=C1C(=O)O)C